C(C)(=O)C1=NN(C2=CC=C(C=C12)C=1C=NC(=NC1)C(=O)OC)CC(=O)N1[C@@H]2C[C@]2(C[C@H]1C(NC1=NC(=CC=C1C)Br)=O)C |&1:28| methyl 5-(3-acetyl-1-(2-((1R,3S,SR)-3-((6-bromo-3-methylpyridin-2-yl)carbamoyl)-5-methyl-2-azabicyclo[3.1.0]hexan-2-yl)-2-oxoethyl)-1H-indazol-5-yl)pyrimidine-2-carboxylate